1,1,1,2,2,3,3,4,4,5,5,6,6,6-tetradecafluorohexane FC(C(C(C(C(C(F)(F)F)(F)F)(F)F)(F)F)(F)F)(F)F